OCC1=CC=C(CC(N)C)C=C1 p-hydroxymethyl-amphetamine